isopropyl (S)-2-((S)-2-acetamido-3-(1H-indol-3-yl) propionylamino)-6-diazo-5-oxohexanoate C(C)(=O)N[C@H](C(=O)N[C@H](C(=O)OC(C)C)CCC(C=[N+]=[N-])=O)CC1=CNC2=CC=CC=C12